O[C@H]1CC[C@@]2([C@H]3CC[C@@]4([C@H](CC[C@H]4[C@@H]3CC=C2C1)[C@@H](CCC(=O)OC1=C(C=CC=C1C(C)C)C(C)C)C)C)C 2,6-diisopropylphenyl (R)-4-((3S,8S,9S,10R,13R,14S,17R)-3-hydroxy-10,13-dimethyl-2,3,4,7,8,9,10,11,12,13,14,15,16,17-tetradecahydro-1H-cyclopenta[a]phenanthren-17-yl)pentanoate